2-((4-(2-(4-cyano-2-fluorophenyl)-4-fluoro-2H-chromen-8-yl)piperidin-1-yl)methyl)-3-((1-(fluoromethyl)cyclopropyl)methyl)-3H-imidazo[4,5-b]pyridine-5-carboxylic acid C(#N)C1=CC(=C(C=C1)C1OC2=C(C=CC=C2C(=C1)F)C1CCN(CC1)CC1=NC=2C(=NC(=CC2)C(=O)O)N1CC1(CC1)CF)F